N=1C(=NN2C1C=CC=C2)C2=C1C=CN=CC1=C(N=C2)NC([2H])([2H])[2H] 5-([1,2,4]triazolo[1,5-a]pyridin-2-yl)-8-((methyl-d3)amino)-2,7-naphthyridin